NC1=CC=C(C=N1)C=1N=NN(C1)[C@@H]1CN(C[C@H]1OCC1=CC=C(C=C1)C(F)(F)F)C(C=C)=O 1-(trans-3-(4-(6-aminopyridin-3-yl)-1H-1,2,3-triazol-1-yl)-4-(4-(trifluoromethyl)benzyloxy)pyrrolidin-1-yl)prop-2-en-1-one